FC=1C(=C(C=CC1F)[C@H]1[C@@H](O[C@]([C@H]1C)(C(F)(F)F)C)C(=O)NC1=CC(=NC=C1)C(C(=O)OCC)=O)OC Ethyl 2-(4-((2R,3S,4S,5R)-3-(3,4-difluoro-2-methoxyphenyl)-4,5-dimethyl-5-(trifluoromethyl)tetrahydrofuran-2-carboxamido)pyridin-2-yl)-2-oxoacetate